7'-((1H-pyrazolo[3,4-d]pyrimidin-4-yl)amino)-5'-chloro-1'-methyl-spiro[cyclobutane-1,2'-pyrido[2,1-f][1,2,4]triazine]-4',8'(1'H,3'H)-dione hydrochloride Cl.N1N=CC=2C1=NC=NC2NC2=CC(=C1C(NC3(N(N1C2=O)C)CCC3)=O)Cl